ClC=1C=C(C=CC1F)NC1=C2C=C(NC2=C(C=C1)F)C(=NO)N 4-((3-chloro-4-fluorophenyl)amino)-7-fluoro-N'-hydroxy-1H-indole-2-amidine